2-((S)-2-(4-chlorophenyl)-3-(4-((5R,7R)-7-hydroxy-5-methyl-6,7-dihydro-5H-cyclopenta[d]pyrimidin-4-yl)piperazin-1-yl)-3-oxopropylamino)acetamide ClC1=CC=C(C=C1)[C@@H](CNCC(=O)N)C(=O)N1CCN(CC1)C=1C2=C(N=CN1)[C@@H](C[C@H]2C)O